4-amino-7-fluoro-N-[(3S)-6-[2-(3-fluorotetrahydrofuran-3-yl)ethynyl]-2,3-dihydrobenzofuran-3-yl]-N-methyl-imidazo[1,5-a]quinoxaline-8-carboxamide NC=1C=2N(C3=CC(=C(C=C3N1)F)C(=O)N(C)[C@@H]1COC3=C1C=CC(=C3)C#CC3(COCC3)F)C=NC2